(5-chloro-8-quinolinyloxy)acetic acid 1,3-dimethylbut-1-yl ester CC(CC(C)C)OC(COC=1C=CC(=C2C=CC=NC12)Cl)=O